2-anilino-6-(4-fluorobenzyl)-8-methylpyrido[2,3-d]pyrimidin-7(8H)-one N(C1=CC=CC=C1)C=1N=CC2=C(N1)N(C(C(=C2)CC2=CC=C(C=C2)F)=O)C